FC1=CN=C2N1C=C(C=C2C(=O)NC2=CC(=CC=C2)C2(CC(C2)C)C2=NN=CN2C)CNCC(C)C 3-fluoro-6-((isobutylamino)methyl)-N-(3-((1s,3s)-3-methyl-1-(4-methyl-4H-1,2,4-triazol-3-yl)cyclobutyl)phenyl)imidazo[1,2-a]pyridine-8-carboxamide